[C].[C@@H]1([C@H](O)[C@H](O)[C@@H](CO)O1)N1C(=O)NC(=O)C=C1 uridine carbon